3-((S)-6-(((1R,5S,6r)-3-oxabicyclo[3.1.0]hexan-6-yl)(methyl)amino)-4-aminopyrido[3,4-d]pyrimidin-8-yl)-2,4-dimethylphenol [C@H]12COC[C@@H]2C1N(C1=CC2=C(N=CN=C2N)C(=N1)C=1C(=C(C=CC1C)O)C)C